dibutyl-diethoxytin C(CCC)[Sn](OCC)(OCC)CCCC